6-(3-ethylsulfonyl-6-pyrimidin-2-yl-2-pyridyl)-1-(2,2,3,3,3-pentafluoropropyl)-3,4-dihydro-1,7-naphthyridin-2-one C(C)S(=O)(=O)C=1C(=NC(=CC1)C1=NC=CC=N1)C=1C=C2CCC(N(C2=CN1)CC(C(F)(F)F)(F)F)=O